C(C)(C)(C)OC(NC1=NC=CC(=C1)OC=1C(=NN(C1)C1CC1)C1CCO1)=O (4-((1-cyclopropyl-3-(oxetan-4-yl)-1H-pyrazol-4-yl)oxy)pyridin-2-yl)carbamic acid tert-butyl ester